Vinyltris-(2-methoxyethoxy)-silane C(=C)[Si](OCCOC)(OCCOC)OCCOC